Cl.Cl.C[C@H]1CN(C[C@H](N1)C)C1=CC=C(N=N1)C1=NC=C(C=C1O)\C=C\C=1C=NN(C1)C 2-{6-[(3s,5r)-3,5-dimethylpiperazin-1-yl]pyridazin-3-yl}-5-[(E)-2-(1-methyl-1H-pyrazol-4-yl)vinyl]pyridin-3-ol dihydrochloride